ClC1=CC=C(C=C1)[C@@]1(N(C(C2=CC(=CC(=C12)F)C(C)(O)C1CCN(CC1)CC(=O)O)=O)CC1=NC=C(C=C1)Cl)OC 2-(4-{1-[(1R)-1-(4-chlorophenyl)-2-[(5-chloropyridin-2-yl)methyl]-7-fluoro-1-methoxy-3-oxo-2,3-dihydro-1H-isoindol-5-yl]-1-hydroxyethyl}piperidin-1-yl)acetic acid